(4-(10-phenylanthracen-9-yl)phenyl)methanol C1(=CC=CC=C1)C1=C2C=CC=CC2=C(C2=CC=CC=C12)C1=CC=C(C=C1)CO